IC1=CC(=NC(=C1)OC(COC1OCCCC1)(C)C)N1CCOCC1 4-(4-iodo-6-[[2-methyl-1-(oxan-2-yloxy)propan-2-yl]oxy]pyridin-2-yl)morpholine